C(C)(=O)C(COC([C@@H](N)CCCNC(N)=N)=O)(N(CC)CC)C(C)=O arginine (diacetyl)-diethylaminoethyl ester